N1C=NC2=C1C=CC(=C2)N2C(NCC2C2=CC(=C(C=C2)OC)F)=O 1-(1H-benzo[d]imidazol-5-yl)-5-(3-fluoro-4-methoxyphenyl)imidazolidin-2-one